3-(5-(4-((3,4-dihydroisoquinolin-2(1H)-yl)methyl)pyridin-2-yl)-1-oxoisoindolin-2-yl)piperidine-2,6-dione C1N(CCC2=CC=CC=C12)CC1=CC(=NC=C1)C=1C=C2CN(C(C2=CC1)=O)C1C(NC(CC1)=O)=O